ClC1=CC(=C(C=C1)C=1C=2N(N=C(C1)N1C[C@@H](OCC1)C1=CC(=NC=C1)C)C(C(=C(N2)C)C)=O)F 9-(4-chloro-2-fluorophenyl)-2,3-dimethyl-7-[(2S)-2-(2-methylpyridin-4-yl)morpholin-4-yl]pyrimido[1,2-b]pyridazin-4-one